(R)-N-(8'-(3-hydroxypyrrolidin-1-yl)-4'H-spiro[cyclopropane-1,5'-naphtho[2,1-d]isoxazol]-3'-yl)-3-methoxypyridine-2-sulfonamide O[C@H]1CN(CC1)C1=CC=C2C3(CC=4C(=NOC4C2=C1)NS(=O)(=O)C1=NC=CC=C1OC)CC3